N-{[5-chloro-6-(5-methoxy-2-pyrazinyl)-2-indolyl]methyl}-(R)-2-methyl-2-oxetanecarboxamide ClC=1C=C2C=C(NC2=CC1C1=NC=C(N=C1)OC)CNC(=O)[C@@]1(OCC1)C